1-pentyl-4-propylpyridinium acetate C(C)(=O)[O-].C(CCCC)[N+]1=CC=C(C=C1)CCC